C(C1=CC=CC=C1)OC=1C=NC=CC1C(=O)O 3-benzyloxypyridine-4-carboxylic acid